3-(2-isobutylphenyl)propanal C(C(C)C)C1=C(C=CC=C1)CCC=O